ClC1=CC=C(S1)CNC1=CC(=NN1C(C(C)(C)C)=O)C=1C(N(C=CC1)CC(=O)O)=O 2-[3-(5-{[(5-chlorothiophen-2-yl)methyl]amino}-1-(2,2-dimethylpropanoyl)-1H-pyrazol-3-yl)-2-oxo-1,2-dihydropyridin-1-yl]acetic acid